C(=C)[Si](OC)(OC)C vinyl-(methyl)dimethoxysilane